CC1C(=NOC1CC1=CC=CC=C1)CNC(=O)C=1C2=C(N=CC1)N(C=C2)C methyl-5-benzyl-3-((1-methyl-1H-pyrrolo[2,3-b]pyridine-4-carboxamido)methyl)-4,5-dihydroisoxazole